5-{1-fluoro-3-hydroxy-7-[(piperidin-4-yl)methoxy]naphthalen-2-yl}-1λ6,2,5-thiadiazolidine-1,1,3-trione FC1=C(C(=CC2=CC=C(C=C12)OCC1CCNCC1)O)N1CC(NS1(=O)=O)=O